N-hydroxy-6-(2-methoxy-5-(1-(2-methylquinolin-4-yl)vinyl)phenoxy)hexanamide ONC(CCCCCOC1=C(C=CC(=C1)C(=C)C1=CC(=NC2=CC=CC=C12)C)OC)=O